O=C1C2=C(N=CN1C(C(=O)O)C)C(=NC(=C2)C=2C=NC(=CC2)C(F)(F)F)C=2C=NC=CC2 2-(4-oxo-8-(pyridin-3-yl)-6-(6-(trifluoromethyl)pyridin-3-yl)pyrido[3,4-d]Pyrimidin-3(4H)-yl)propionic acid